FC=1C=CC2=C(CCO2)C1CNC1=NC=C(C=2N1C=C(N2)C#N)C2=CC=C(C=C2)C(=O)N2CCN(CC2)C 5-(((5-fluoro-2,3-dihydrobenzofuran-4-yl)methyl)amino)-8-(4-(4-methylpiperazine-1-carbonyl)phenyl)imidazo[1,2-c]pyrimidine-2-carbonitrile